NC1=NC=NC(=C1OCCN(C(OC(C)(C)C)=O)C)Cl tert-Butyl (2-((4-amino-6-chloropyrimidin-5-yl)oxy)ethyl)(methyl)carbamate